C(C)(C)(C)OC(=O)C1CC(C1)(C1=NC(=C2N1C=CC=C2)C2=CC=C(C=C2)C(F)(F)F)O.COC2=C(C=C(C=C2)OC)[N+](=O)[O-] 1,4-Dimethoxynitrobenzene tert-butyl-3-hydroxy-3-(1-(4-(trifluoromethyl)phenyl)imidazo[1,5-a]pyridin-3-yl)cyclobutane-1-carboxylate